CN1N=CC=C1C(=O)NCC=1C=C2C(=C(NC2=CC1)C1CCOCC1)C 1-methyl-N-((3-methyl-2-(tetrahydro-2H-pyran-4-yl)-1H-indol-5-yl)methyl)-1H-pyrazole-5-carboxamide